methyl 1-(4-bromo-2,6-dimethylbenzyl)azetidine-3-carboxylate BrC1=CC(=C(CN2CC(C2)C(=O)OC)C(=C1)C)C